[Cl-].[Cl-].C[SiH](C)[Zr+2](C1C(=CC2=CC=CC=C12)C)C1C(=CC2=CC=CC=C12)C rac-dimethylsilylbis(2-methylinden-1-yl)zirconium dichloride